ClC=1C=C2C(=NC=NC2=CC1C1=C(C(=CC=C1F)F)O)N1CCN(CC1)C(C=C)=O 1-(4-(6-chloro-7-(3,6-difluoro-2-hydroxy-phenyl)quinazolin-4-yl)piperazin-1-yl)prop-2-en-1-one